4-fluoro-3-{[4-({3-[methyl(methylsulfonyl)amino]benzyl}amino)-5-(trifluoromethyl)pyrimidin-2-yl]amino}benzamide FC1=C(C=C(C(=O)N)C=C1)NC1=NC=C(C(=N1)NCC1=CC(=CC=C1)N(S(=O)(=O)C)C)C(F)(F)F